ethyl 2-(4-chloro-2-methylphenoxy)-propionate ClC1=CC(=C(OC(C(=O)OCC)C)C=C1)C